4-((5-chloro-4-((2-(N,N-dimethylaminosulfonyl)phenyl)amino)pyrimidin-2-yl)amino)phenylmethyl methanesulfonate CS(=O)(=O)OCC1=CC=C(C=C1)NC1=NC=C(C(=N1)NC1=C(C=CC=C1)S(=O)(=O)N(C)C)Cl